BrC=1C2=C(C(=NC1)OC)C(=C(S2)C(=O)OCC)C2=NC1=C(N2)C=CC(=C1OC)C(N)=O Ethyl 7-bromo-3-(5-carbamoyl-4-methoxy-1H-benzo[d]imidazol-2-yl)-4-methoxythieno[3,2-c]pyridine-2-carboxylate